CN(C(=O)C=1C(=C(C=CC1)C=1C=C2C(=NC1)NC[C@@]21C[C@@](CC1)(C(=O)N)C)F)C (1S,3R)-5'-(3-(Dimethylcarbamoyl)-2-fluorophenyl)-3-methyl-1',2'-dihydrospiro[cyclopentane-1,3'-pyrrolo[2,3-b]pyridine]-3-carboxamide